(R)-methyl 3-((2,6-dichloro-5-fluoropyrimidin-4-yl)amino)-4,4-dimethylpentanoate ClC1=NC(=C(C(=N1)N[C@H](CC(=O)OC)C(C)(C)C)F)Cl